1,5-dihydro-4H-pyrazolo[4,3-c]quinolin-4-one N1N=CC=2C(NC=3C=CC=CC3C21)=O